docosyl-ammonium sulfate S(=O)(=O)([O-])[O-].C(CCCCCCCCCCCCCCCCCCCCC)[NH3+].C(CCCCCCCCCCCCCCCCCCCCC)[NH3+]